ClC1=NN2C=3C(CCNC3C=NC2=C1)C 4-chloro-13-methyl-2,3,7,10-tetraazatricyclo[7.4.0.02,6]trideca-1(9),3,5,7-tetraen